3,6-dimethylquinoxaline CC=1C=NC2=CC=C(C=C2N1)C